FC=1C(=NC=C(C1)F)C(=O)NN 3,5-difluoropyridine-2-carbohydrazide